7-bromo-2,3-dihydro-1H-quinolin-4-one BrC1=CC=C2C(CCNC2=C1)=O